tert-butyl 4-[6-(methylcarbamoyl)imidazo[1,2-a]pyridin-2-yl]-3-oxo-2-[2-(p-tolylsulfonyloxy)ethyl]piperazine-1-carboxylate CNC(=O)C=1C=CC=2N(C1)C=C(N2)N2C(C(N(CC2)C(=O)OC(C)(C)C)CCOS(=O)(=O)C2=CC=C(C=C2)C)=O